NC1=CC(=C(C(=C1)C1=CC=CC=C1)OC)C1=CC=CC=C1 4-amino-2,6-diphenylanisole